(R)-ethyl 2-(2-((5-bromo-7-((2-(methoxymethyl)pyrrolidin-1-yl)methyl)benzofuran-3-yl)methoxy)phenyl)acetate BrC=1C=C(C2=C(C(=CO2)COC2=C(C=CC=C2)CC(=O)OCC)C1)CN1[C@H](CCC1)COC